(4-cyanophenyl)-3-oxo-2-(pyridin-3-yl)-2,3-dihydropyridazine-4-carboxylic acid C(#N)C1=CC=C(C=C1)C1=C(C(N(N=C1)C=1C=NC=CC1)=O)C(=O)O